1-(6-chloro-2-((4-methoxybenzyl)amino)pyridin-3-yl)ethan-1-one ClC1=CC=C(C(=N1)NCC1=CC=C(C=C1)OC)C(C)=O